BrC=1SC=2C(=C3C(N(C(C3=CC2)=O)CC2=CC=C(C=C2)OC)C2=C(C=CC(=C2)F)Cl)N1 2-bromo-8-(2-chloro-5-fluorophenyl)-7-(4-methoxybenzyl)-7,8-dihydro-6H-thiazolo[4,5-e]isoindol-6-one